Cl.CC([C@H](N)C(=O)O)C1=CC=CC=C1 3-methyl-3-phenylalanine hydrochloride